4-hydroxy-4-((2-methyl-2H-tetrazol-5-yl)(phenyl)methyl)piperidine-1-carboxylic acid tert-butyl ester C(C)(C)(C)OC(=O)N1CCC(CC1)(C(C1=CC=CC=C1)C=1N=NN(N1)C)O